4-(((2-chloro-5,5-dioxo-7,8-dihydro-6H-thiopyrano[3,2-d]pyrimidin-4-yl)amino)-2-fluorophenyl)cyclobutane-1-carboxylate ClC=1N=C(C2=C(N1)CCCS2(=O)=O)NC=2C(=C(C=CC2)C2CCC2C(=O)[O-])F